CC1CCC2=N(C=CC=C21)=O 5-methyl-1-oxo-6,7-dihydro-5H-1λ5-cyclopenta[b]pyridine